ClC1=CC=C(N=N1)NS(=O)(=O)C1=CC=C(C=C1)C N-(6-chloropyridazin-3-yl)-4-methylbenzenesulfonamide